[N-]1C=NC=C1.C(COCCOCCOCCOCCOCCO)O Hexaethylene glycol imidazolate